1,9-diazatricyclo[6.3.1.04,12]dodeca-2,4(12),5,7-tetraen-2-ylmethylamine N12C(=CC=3C=CC=C(NCC1)C23)CN